1-Chloro-4-propoxythioxanthone ClC1=CC=C(C=2SC3=CC=CC=C3C(C12)=O)OCCC